4-(2-hydroxyethylsulfonamido)-2-(6-azaspiro[2.5]oct-6-yl)benzamide OCCS(=O)(=O)NC1=CC(=C(C(=O)N)C=C1)N1CCC2(CC2)CC1